BrC=1C=C2C(=NC(=NC2=C2C1CCC2)C)N[C@H](C)C=2C=C(C=CC2)C(C(C)(O)C)(F)F |r| (R/S)-1-(3-(1-((6-bromo-2-methyl-8,9-dihydro-7H-cyclopenta[h]quinazolin-4-yl)amino)ethyl)phenyl)-1,1-difluoro-2-methylpropan-2-ol